N-(4-cyano-1-(7-(3-cyano-8-ethynyl-7-fluoronaphthalen-1-yl)-8-fluoro-2-((tetrahydro-1H-pyrrolizin-7a(5H)-yl)methoxy)pyrido[4,3-d]pyrimidin-4-yl)-4-methylazepan-3-yl)-N-methylacrylamide C(#N)C1(C(CN(CCC1)C=1C2=C(N=C(N1)OCC13CCCN3CCC1)C(=C(N=C2)C2=CC(=CC1=CC=C(C(=C21)C#C)F)C#N)F)N(C(C=C)=O)C)C